tert-butyl (R)-4-((R)-2-fluoro-3-hydroxypropyl)-2,2-dimethyloxazolidine-3-carboxylate F[C@H](C[C@H]1N(C(OC1)(C)C)C(=O)OC(C)(C)C)CO